ClC1=C(C=CC=C1)C1=NOC(=C1COC1C[C@H]2CC[C@@H](C1)N2C(=O)N2CCC1=CC(=CC=C21)C(=O)O)C2CC2 1-((1R,3R,5S)-3-((3-(2-chlorophenyl)-5-cyclopropylisoxazol-4-yl)methoxy)-8-azabicyclo[3.2.1]octane-8-carbonyl)indoline-5-carboxylic acid